2-CHLOROISONICOTINALDEHYDE HYDRATE O.ClC=1C=C(C=O)C=CN1